CC=1C=CC2=C(C(=NS2)C2=CC=C(C=C2)CSC=2SC(=NN2)C2=C(C=C(C=C2)Cl)Cl)C1 5-methyl-3-(4-(((5-(2,4-dichlorophenyl)-1,3,4-thiadiazol-2-yl)thio)methyl)phenyl)benzo[4,5]-Thiazole